C(N)(=O)C=1C=C(C=CC1F)NC(=O)[C@@H]1O[C@]([C@H]([C@@H]1C1=C(C(=C(C=C1)F)F)OC(F)F)C)(C(F)(F)F)C (2R,3R,4S,5R)-N-(3-carbamoyl-4-fluorophenyl)-3-(2-(difluoromethoxy)-3,4-difluorophenyl)-4,5-dimethyl-5-(trifluoromethyl)tetrahydrofuran-2-carboxamide